FC1=CC=C(C=C1)C(C(=O)NC1=NC=CC(=C1)C1=C(C=2C(N(CC(C2N1)CC(F)(F)F)C)=O)C1=CC=CC=C1)C 2-(4-Fluorophenyl)-N-{4-[5-methyl-4-oxo-3-phenyl-7-(2,2,2-trifluoroethyl)-4,5,6,7-tetrahydro-1H-pyrrolo[3,2-c]pyridin-2-yl]pyridin-2-yl}propanamid